N[C@@H](CO)C(C)F (2S)-2-amino-3-fluorobutan-1-ol